4,4'-butylidenebis(6-tertiary butyl-3-methylphenol) C(CCC)(C1=C(C=C(C(=C1)C(C)(C)C)O)C)C1=C(C=C(C(=C1)C(C)(C)C)O)C